4-[4-[4-[3-[tert-butyl(dimethyl)silyl]oxypropoxy]phenyl]-1-piperidyl]-2-(trifluoromethyl)benzonitrile [Si](C)(C)(C(C)(C)C)OCCCOC1=CC=C(C=C1)C1CCN(CC1)C1=CC(=C(C#N)C=C1)C(F)(F)F